1-Fluoro-2-(3-methylbut-3-en-1-yn-1-yl)benzene FC1=C(C=CC=C1)C#CC(=C)C